N-(4-cyano-2-fluoro-phenyl)-4-[[3-(methoxymethyl)phenyl]methyl]-1H-pyrrole-3-sulfonamide C(#N)C1=CC(=C(C=C1)NS(=O)(=O)C1=CNC=C1CC1=CC(=CC=C1)COC)F